2,3-dimethoxy-5-methyl-6-((2E,6E,10E)-3,7,11,15-tetramethylhexadeca-2,6,10,14-tetraen-1-yl)-1,4-benzoquinone COC=1C(C(=C(C(C1OC)=O)C)C\C=C(\CC\C=C(\CC\C=C(\CCC=C(C)C)/C)/C)/C)=O